C(C)(C)(C)C1=CC=CC2=C1C=CS2C2=C(C(=CC=C2C(C)(C)C)C2=CC=CC=C2)N (4-t-butyl-1-benzothienyl)-4-t-butylbiphenylamine